C(C)C1C(N(C2=CC=C(C=C12)C=1C=C(C=NC1)C1=CN(C(C=C1)=O)C(C)C)C)=O 3-ethyl-5-(1'-isopropyl-6'-oxo-1',6'-dihydro-[3,3'-bipyridin]-5-yl)-1-methylindolin-2-one